C(C)[C@H]1CN2C(CO1)=C(C(=N2)C2=NC=C(C=C2)F)C2=C1C(=NC=C2)NN=C1 (S)-6-Ethyl-2-(5-fluoropyridin-2-yl)-3-(1H-pyrazolo[3,4-b]pyridin-4-yl)-6,7-dihydro-4H-pyrazolo[5,1-c][1,4]oxazine